(S)-tert-butyl (3-methoxy-1-((4-(3-(2-methylpyridin-4-yl)phenyl)thiazol-2-yl)amino)-1-oxopropan-2-yl)carbamate COC[C@@H](C(=O)NC=1SC=C(N1)C1=CC(=CC=C1)C1=CC(=NC=C1)C)NC(OC(C)(C)C)=O